OC1=CC(N(C=C1)C)=O 4-hydroxy-1-methylpyridin-2(1H)-one